[C@@H]12CNC[C@H]2C1NC1=NC2=CC=CC=C2N=C1Cl N-[(1R,5S)-3-azabicyclo[3.1.0]hexan-6-yl]-3-chloro-quinoxalin-2-amine